alpha-(p-ethoxyphenyl)-N-(3-methyl-2-carboxyphenyl)nitrone C(C)OC1=CC=C(C=C1)C=[N+]([O-])C1=C(C(=CC=C1)C)C(=O)O